FC(S(=O)(=O)O)(F)F.C(CCC)OC1=CC=C(C2=CC(=CC=C12)OCCCC)C1SCCC1 (4,7-dibutoxy-1-naphthyl)tetrahydrothiophene trifluoromethanesulfonate